t-hexyloxypropyl monocarbonate C(OCCCOC(C)(C)CCC)([O-])=O